C(C)(C)(C)OC(N[C@H](C(NC1=CC=C2C(=C1)NC(C21CCOCC1)=O)=O)C1CCC(CC1)C)=O N-[(1S)-1-(4-methylcyclohexyl)-2-oxo-2-[(2-oxospiro[indoline-3,4'-tetrahydropyran]-6-yl)amino]ethyl]carbamic acid tert-butyl ester